1-tert-butoxycarbonyl-4-methyl-4-piperidinecarboxylic acid C(C)(C)(C)OC(=O)N1CCC(CC1)(C(=O)O)C